tert-butyl (R)-2-(1-(2-(2-methoxyphenyl)-2-((tetrahydro-2H-pyran-4-yl) oxy) ethyl)-5-methyl-6-(oxazol-2-yl)-2,4-dioxo-1,2-dihydrothieno[2,3-d]pyrimidin-3(4H)-yl)-2-methylpropionate COC1=C(C=CC=C1)[C@H](CN1C(N(C(C2=C1SC(=C2C)C=2OC=CN2)=O)C(C(=O)OC(C)(C)C)(C)C)=O)OC2CCOCC2